tert-Butyl N-(2-fluorospiro[indene-1,4'-tetrahydropyran]-5-yl)carbamate FC1=CC2=CC(=CC=C2C12CCOCC2)NC(OC(C)(C)C)=O